N-((2S,3R)-1-Amino-3-((Tert-Butyldimethylsilyl)Oxy)-1-Oxobutan-2-Yl)-4,4-Difluoro-1-(Hydroxymethyl)Cyclohexane-1-Carboxamide NC([C@H]([C@@H](C)O[Si](C)(C)C(C)(C)C)NC(=O)C1(CCC(CC1)(F)F)CO)=O